N1-methylpentanediamide CNC(CCCC(=O)N)=O